n-ethyl-1,2-ethylenediamine C(C)NCCN